4-((4-((5-(2-aminopyridin-3-yl)isoxazol-3-yl)methyl)benzyl)amino)-5-fluoropyrimidin-2(1H)-one NC1=NC=CC=C1C1=CC(=NO1)CC1=CC=C(CNC2=NC(NC=C2F)=O)C=C1